NC1=NC=CC(=C1Cl)SC=1C=2N(C(=NC1)N1CCC3(CC1)[C@@H](C1=CC=CC=C1C3)N)C=NN2 (S)-1'-(8-((2-amino-3-chloropyridin-4-yl)thio)-[1,2,4]triazolo[4,3-c]pyrimidin-5-yl)-1,3-dihydrospiro[indene-2,4'-piperidin]-1-amine